1-((2S,5R)-5-((5-chloro-2-((1-cyclopropyl-1H-pyrazol-4-yl)amino)-7H-pyrrolo[2,3-d]pyrimidin-4-yl)amino)-2-methylpiperidin-1-yl)prop-2-en-1-one ClC1=CNC=2N=C(N=C(C21)N[C@@H]2CC[C@@H](N(C2)C(C=C)=O)C)NC=2C=NN(C2)C2CC2